FC1(CCC(CC1)NC1=NC(=NC(=C1)COC)C(N)=S)F 4-((4,4-difluorocyclohexyl)amino)-6-(methoxymethyl)pyrimidine-2-carbothioamide